P(OCCNC1=NON=C1C(NC1=CC(=C(C=C1)F)Br)=NO)([O-])(=O)N (2-((4-(N-(3-bromo-4-fluorophenyl)-N'-hydroxycarbamimidoyl)-1,2,5-oxadiazol-3-yl) amino) ethyl) phosphoramidate